C(C)OC1=NC=C(C(=N1)NC(C1=C(N=C(C(=C1)F)N1N=C(N(C1=O)CC)CO)O[C@H](C(F)(F)F)C)=O)F (S)-N-(2-Ethoxy-5-fluoropyrimidin-4-yl)-6-(4-ethyl-3-(hydroxymethyl)-5-oxo-4,5-dihydro-1H-1,2,4-triazol-1-yl)-5-fluoro-2-((1,1,1-trifluoropropan-2-yl)oxy)nicotinamide